C(C)(=O)SCCCOC1=CC=C(C=C1)C[C@@H]1N(C([C@@H](N(C1=O)CCCSC(C)=O)CC1=CC=C(C=C1)OCCCSC(C)=O)=O)CCCCC([O-])=S [3-[(2S,5S)-2,5-bis[[4-(3-acetylsulfanylpropoxy)phenyl]methyl]-4-(3-acetylsulfanylpropyl)-3,6-dioxo-piperazin-1-yl]propyl]ethanethioate